bis-(gamma-picoline) platinum chloride [Pt](Cl)Cl.N1=CC=C(C=C1)C.N1=CC=C(C=C1)C